(R)-N-(1-(2-amino-2-carbonylethyl)-2-carbonylpiperidin-3-yl)-8-(methylamino)-6-((2-carbonyl-2H-[1,2'-bipyridinyl]-3-yl)amino)imidazo[1,2-b]pyridazine-3-carboxamide NC(CN1C([C@@H](CCC1)NC(=O)C1=CN=C2N1N=C(C=C2NC)NC=2C(N(C=CC2)C2=NC=CC=C2)=C=O)=C=O)=C=O